citraconic acid monoamide C(\C(\C)=C/C(=O)O)(=O)N